O1CCC(CC1)=CB1OC(C(O1)(C)C)(C)C 2-((dihydro-2H-pyran-4(3H)-ylidene)methyl)-4,4,5,5-tetramethyl-1,3,2-dioxaborolan